(1SR,3RS)-3-isopropyl-1-vinylcyclopentan-1-ol C(C)(C)[C@H]1C[C@](CC1)(O)C=C |r|